FC=1C(=C(OC2=NC=C(C(=C2C=2NC3=CC=NC(=C3C(C2)=O)C2=CC(NC=C2)=O)C)C(F)(F)F)C=CC1F)C 2-[2-(3,4-difluoro-2-methyl-phenoxy)-4-methyl-5-(trifluoromethyl)-3-pyridyl]-5-(2-oxo-1H-pyridin-4-yl)-1H-1,6-naphthyridin-4-one